C(#N)C1=C(N=C2N(C1=O)C=C(C=C2[C@@H](C)NC2=C(C(=O)O)C=CC=C2)C)N2CC1(C2)C(CC1)(F)F (R)-2-((1-(3-cyano-2-(5,5-difluoro-2-azaspiro[3.3]heptan-2-yl)-7-methyl-4-oxo-4H-pyrido[1,2-a]pyrimidin-9-yl)ethyl)amino)benzoic acid